ClCC1CN(C(O1)=O)C(=O)OC(C)(C)C tert-butyl 5-(chloromethyl)-2-oxooxazolidine-3-carboxylate